(R)-3-((5-chloro-1H-indol-2-yl)methyl)-1-methyl-1-(1-(5-methylisoxazol-3-yl)piperidin-3-yl)urea ClC=1C=C2C=C(NC2=CC1)CNC(N([C@H]1CN(CCC1)C1=NOC(=C1)C)C)=O